4-ethoxy-N-(1-(4-hydroxybutyl)azetidin-3-yl)-3-(1-methyl-7-oxo-3-propyl-6,7-dihydro-1H-pyrazolo[4,3-d]pyrimidin-5-yl)benzenesulfonamide C(C)OC1=C(C=C(C=C1)S(=O)(=O)NC1CN(C1)CCCCO)C=1NC(C2=C(N1)C(=NN2C)CCC)=O